N-(5-((5-chloropyrimidin-2-yl)oxy)thiazol-2-yl)-3-(4-fluorophenoxy)cyclobutane-1-carboxamide ClC=1C=NC(=NC1)OC1=CN=C(S1)NC(=O)C1CC(C1)OC1=CC=C(C=C1)F